[N+](=O)([O-])C=1C=2C(CCC2C=C2CCC(C12)=O)([2H])[2H] 8-Nitro-3,5,6,7-tetrahydro-s-indacen-1(2H)-one-7,7-d2